FC1=C(C=C(C=C1)C)[C@H](C)N[S@](=O)C(C)(C)C (R)-N-((S)-1-(2-fluoro-5-methylphenyl)ethyl)-2-methylpropane-2-sulfinamide